COC(CN1C2=C(NC(C1=O)=O)N=CC=C2)CC 1-[2-methoxybutyl]-4H-pyrido[2,3-b]Pyrazine-2,3-dione